FC=1C=C(C(=O)N2C(CC(CC2)N2CC(C2)(N2N=CC(=C2)C=2C3=C(N=CN2)N(C=C3)COCC[Si](C)(C)C)CC#N)C)C=CC1 {1-[1-(3-fluorobenzoyl)-2-methylpiperidin-4-yl]-3-[4-(7-{[2-(trimethylsilyl)ethoxy]methyl}-7H-pyrrolo[2,3-d]pyrimidin-4-yl)-1H-pyrazol-1-yl]azetidin-3-yl}acetonitrile